benzoin diethyl ketal C(C)OC(C1=CC=CC=C1)(C(O)C1=CC=CC=C1)OCC